C(C=C)(=O)N1C[C@@H](N(C[C@H]1C)C1=NC(N2C3=C(C(=C(C=C13)Cl)C1=C(C=C(C=C1)F)F)SC[C@@H]2COCCOC)=O)C (3S)-7-((2S,5R)-4-acryloyl-2,5-dimethylpiperazin-1-yl)-9-chloro-10-(2,4-difluorophenyl)-3-((2-methoxyethoxy)methyl)-2H-[1,4]thiazino[2,3,4-ij]quinazolin-5(3H)-one